(1R,2S,5S)-3-((S)-3,3-dimethyl-2-(2,2,2-trifluoroacetamido)butanoyl)-N-((S)-hex-1-yn-3-yl)-6,6-dimethyl-3-azabicyclo[3.1.0]hexane-2-carboxamide CC([C@@H](C(=O)N1[C@@H]([C@H]2C([C@H]2C1)(C)C)C(=O)N[C@H](C#C)CCC)NC(C(F)(F)F)=O)(C)C